tert-butyl 4-(6-chloro-4-((4-methoxybenzyl)amino)-1H-pyrazolo[3,4-d]pyrimidin-1-yl)piperidine-1-carboxylate ClC1=NC(=C2C(=N1)N(N=C2)C2CCN(CC2)C(=O)OC(C)(C)C)NCC2=CC=C(C=C2)OC